C1(CCC1)N1C=C(C2=CC=C(C=C12)N1CNCC=C1)C1CCNCC1 1-(1-Cyclobutyl-3-(piperidin-4-yl)-1H-indol-6-yl)dihydropyrimidine